C(C)(C)C1=C(C(=CC=C1)C(C)C)OP(OC1=C(C=CC=C1C(C)C)C(C)C)(O)=O bis(2,6-diisopropylphenyl)-phosphoric acid